[Si](C)(C)(C(C)(C)C)OCCC1(NC=CC=C1[N+](=O)[O-])C(=C)C 2-((tert-butyldimethylsilyloxy)ethyl)-3-nitro-2-(prop-1-en-2-yl)pyridine